7-methoxy-N-[1-(pyridin-3-yl)piperidin-4-yl]-6-{[2-(pyrrolidin-1-yl)ethoxy]methyl}-1,2,3,4-tetrahydroacridin-9-amine COC1=C(C=C2N=C3CCCCC3=C(C2=C1)NC1CCN(CC1)C=1C=NC=CC1)COCCN1CCCC1